N-t-butyl-N'-phenylthiourea C(C)(C)(C)NC(=S)NC1=CC=CC=C1